7-methyl-1-[(5-oxo-4,5-dihydro-1,3,4-oxadiazole-2-yl)methyl]-6,7-dihydro-1H-purin-6-one CN1C=NC=2N=CN(C(C12)=O)CC=1OC(NN1)=O